NC1=CC2=C(C=C(O2)C=2OC(=CN2)C(=O)O)C=C1OCCOC1=C(C=CC(=C1)C)N 1-[6-amino-2-(5-carboxy-2-oxazolyl)-5-benzofuranyloxy]-2-(2-amino-5-methylphenoxy)ethane